1-(1-bromonaphthalen-2-yl)-N,N-dimethylmethanamine CN(C)CC1=C(C2=CC=CC=C2C=C1)Br